C(OCC)(OC[C@H]1O[C@H]([C@@H]([C@H]([C@@H]1O)O)O)OC1=C(C=CC=C1)CC1=CC=C(C=C1)OC)=O ethyl (((2R,3S,4S,5R,6S)-3,4,5-trihydroxy-6-(2-(4-methoxybenzyl)phenoxy)tetrahydro-2H-pyran-2-yl)methyl) carbonate